CN(C(C)=O)C1=CC(=CC=C1)C=1C=CC=2N(N1)C(=NN2)C N-methyl-N-[3-(3-methyl[1,2,4]triazolo[4,3-b]pyridazin-6-yl)phenyl]acetamide